2-[3,10-dimethoxy-9-(phenylsulfonyloxy)-5,6,7,8,13,13a-hexahydroisoquinolino[3,2-a]isoquinolin-2-yloxy]acetic acid COC1=CC=2CCN3C(C2C=C1OCC(=O)O)CC=1C=CC(=C(C1C3)OS(=O)(=O)C3=CC=CC=C3)OC